Pinene CC1=C2CC(C2(C)C)CC1